4,6-diethyl-2-methylbenzene-1,3-diamine C(C)C1=C(C(=C(C(=C1)CC)N)C)N